C1(=CC=C(C=C1)CC=1C(N=C(N(C1O)C1=C(C=CC=C1CC)CC)CCCC)=O)C1=CC=CC=C1 5-({[1,1'-biphenyl]-4-yl}methyl)-2-butyl-1-(2,6-diethylphenyl)-6-hydroxy-1,4-dihydropyrimidin-4-one